(S)-5a,10b-dihydro-2-(pentafluorophenyl)-4H,6H-indeno[2,1-b][1,2,4]triazolo[4,3-d][1,4]oxazinium tetrafluoroborate F[B-](F)(F)F.FC1=C(C(=C(C(=C1[N+]=1N=C2N(C3[C@@H](OC2)CC2=CC=CC=C23)C1)F)F)F)F